3-(2,3-epoxypropoxy)propylmethyl-diethoxysilane C(C1CO1)OCCC[Si](OCC)(OCC)C